N-(1-(2,7-dimethyl-3-(4-methylpiperidin-1-yl)-1-oxo-1,2-dihydroisoquinolin-5-yl)ethylidene)-2-methylpropane-2-sulfinamide CN1C(C2=CC(=CC(=C2C=C1N1CCC(CC1)C)C(C)=NS(=O)C(C)(C)C)C)=O